6-chloro-4-phenylphthalazin-1(2H)-one ClC=1C=C2C(=NNC(C2=CC1)=O)C1=CC=CC=C1